CC(COC(=O)OCOP(O)=O)(C)C ({[(2,2-dimethylpropoxy)carbonyl]oxy}-methoxy)phosphinic acid